C(C)(C)(C)C1=C(C(=CC=C1)C(C)(C)C)P1OCC2(CO1)COP(OC2)C2=C(C=CC=C2C(C)(C)C)C(C)(C)C 3,9-bis(2,6-di-t-butylphenyl)-2,4,8,10-tetraoxa-3,9-diphosphaspiro[5.5]undecane